CC1=C(C=C2C(=N1)NC=C2)C2=CC=CN2 5-(6-methyl-1H-pyrrolo[2,3-b]pyridin-5-yl)-1H-pyrrole